2-(6-((1-(4-(Difluoromethyl)phenyl)-4-methyl-1H-1,2,3-triazol-5-yl)methoxy)pyridazine-3-yl)-8-(pyrimidin-2-ylmethyl)octahydro-4H-pyrazino[1,2-a]pyrazin-4-one FC(C1=CC=C(C=C1)N1N=NC(=C1COC1=CC=C(N=N1)N1CC2N(C(C1)=O)CCN(C2)CC2=NC=CC=N2)C)F